The molecule is a dihydroxyflavone that is chrysin substituted by a prenyl group at position 6. It is a 7-hydroxyflavonol and a dihydroxyflavone. It derives from a chrysin. CC(=CCC1=C(C2=C(C=C1O)OC(=CC2=O)C3=CC=CC=C3)O)C